C(C1=CC=CC=C1)N1CC2C(C2C1)(C)C 3-benzyl-6,6-dimethyl-3-azabicyclo[3.1.0]Hexane